CN1N=CC(=C1)C=1N=C(C=2N(C1)N=CC2)N2C(CCCC2)CN [1-[6-(1-methylpyrazol-4-yl)pyrazolo[1,5-a]pyrazin-4-yl]-2-piperidyl]methanamine